(5ar,6s,7s,8r,8as)-7-((4,4-difluoropiperidin-1-yl)methyl)-1,3-dimethoxy-5a-(4-(oxetan-3-yl)phenyl)-6-phenyl-5a,6,7,8-tetrahydro-8aH-cyclopenta[4,5]furo[3,2-c]pyridine-8,8a-diol FC1(CCN(CC1)C[C@@H]1[C@H]([C@]2([C@](C=3C(=NC(=CC3O2)OC)OC)([C@@H]1O)O)C1=CC=C(C=C1)C1COC1)C1=CC=CC=C1)F